1-cyano-N-(trans-4-(2-((R)-4-(2,3-dichlorophenyl)-3-methylpiperazin-1-yl)ethyl)cyclohexyl)cyclopropane-1-carboxamide C(#N)C1(CC1)C(=O)N[C@@H]1CC[C@H](CC1)CCN1C[C@H](N(CC1)C1=C(C(=CC=C1)Cl)Cl)C